C(C)OC(=O)C=1N=C(SC1)NC1=NN(C=C1)C ((1-methyl-1H-pyrazol-3-yl)amino)thiazole-4-carboxylic acid ethyl ester